4-(5-(6-bromo-4-(isopropylamino)quinolin-3-yl)isoxazol-3-yl)piperidine-1-carboxylic acid tert-butyl ester C(C)(C)(C)OC(=O)N1CCC(CC1)C1=NOC(=C1)C=1C=NC2=CC=C(C=C2C1NC(C)C)Br